(S)-6-(2-methylmorpholino)pyrazolo[1,5-a]pyridin-2-yl trifluoromethanesulfonate FC(S(=O)(=O)OC1=NN2C(C=CC(=C2)N2C[C@@H](OCC2)C)=C1)(F)F